The molecule is a flavanone glycoside that is carthamidin attached to a beta-D-glucopyranosyl residue at position 5 via a glycosidic linkage. It has a role as a plant metabolite. It is a flavanone glycoside, a trihydroxyflavanone and a member of 4'-hydroxyflavanones. It derives from a carthamidin. C1[C@H](OC2=C(C1=O)C(=C(C(=C2)O)O)O[C@H]3[C@@H]([C@H]([C@@H]([C@H](O3)CO)O)O)O)C4=CC=C(C=C4)O